C(C)C=1C=CC(=C(C1)S(=O)(=O)NC1=NOC2=C1C=C(C(=C2)CN2N=CC(=C2)CNC(OC)=O)OC)OC methyl ((1-((3-((5-ethyl-2-methoxyphenyl)sulfonamido)-5-methoxybenzo[d]isoxazol-6-yl)methyl)-1H-pyrazol-4-yl)methyl)carbamate